2-[3-ethylsulfonyl-5-(trifluoromethyl)pyrazolo[1,5-a]pyridin-2-yl]-3-methyl-6-(trifluoromethyl)-imidazo[4,5-b]pyridine C(C)S(=O)(=O)C=1C(=NN2C1C=C(C=C2)C(F)(F)F)C2=NC=1C(=NC=C(C1)C(F)(F)F)N2C